1-(4-methoxybenzyl)-2,4,6-triphenylpyridinium tetrafluoroborate F[B-](F)(F)F.COC1=CC=C(C[N+]2=C(C=C(C=C2C2=CC=CC=C2)C2=CC=CC=C2)C2=CC=CC=C2)C=C1